C(#N)C1=CC=C(CN2CCC(CCC2)NC2=C3C(=NC=C2C(=O)NC)NC=C3)C=C1 4-((1-(4-Cyanobenzyl)azepan-4-yl)amino)-N-methyl-1H-pyrrolo[2,3-b]pyridine-5-carboxamide